(2-(1-(2-fluoroethyl)-1H-pyrazol-4-yl)pyrazolo[5,1-b]thiazole-7-carboxamido)-6-methylnicotinic acid FCCN1N=CC(=C1)C1=CN2C(S1)=C(C=N2)C(=O)NC2=C(C(=O)O)C=CC(=N2)C